C(C)(C)(C)C=1C=C(C(O)=CC1)O p-tertiary Butylcatechol